O1CCC(=CC1)C=1C2=C(C(=NC1)OC)N=C(S2)NC(C2=CC=C(C=C2)C(=O)N2CCC(CC2)(C)O)=O N-[7-(3,6-Dihydro-2H-pyran-4-yl)-4-methoxy-thiazolo[4,5-c]pyridin-2-yl]-4-(4-hydroxy-4-methyl-piperidin-1-carbonyl)-benzamid